tert-Butyl (3-((1s,4s)-4-((3-methoxy-4-methylphenyl)carbamoyl)cyclohexyl)-5-methyl-2-oxo-1,2,3,4-tetrahydroquinazolin-6-yl)carbamate COC=1C=C(C=CC1C)NC(=O)C1CCC(CC1)N1C(NC2=CC=C(C(=C2C1)C)NC(OC(C)(C)C)=O)=O